(((6-(4-chlorophenyl)-1,3,5-triazine-2,4-diyl)bis(3-hydroxy-4,1-phenylene))bis(oxy))bis(ethane-2,1-diyl) diacrylate C(C=C)(=O)OCCOC1=CC(=C(C=C1)C1=NC(=NC(=N1)C1=C(C=C(C=C1)OCCOC(C=C)=O)O)C1=CC=C(C=C1)Cl)O